CN1C(C2=C(C(=C1)C=1C=C(C=C3NC(C4(NC13)CCCC4)=O)S(=O)(=O)C)C=CN2)=O 8'-(6-methyl-7-oxo-6,7-dihydro-1H-pyrrolo[2,3-c]pyridin-4-yl)-6'-(methylsulfonyl)-1',4'-dihydro-3'H-spiro[cyclopentane-1,2'-quinoxalin]-3'-one